(S)-2-(2-cyclohexylformyl-6-(3-methyl-1H-pyrrolo[2,3-b]pyridin-5-yl)-1,2,3,4-Tetrahydroisoquinolin-8-yl)pyrrolidine-1-carboxylic acid tert-butyl ester C(C)(C)(C)OC(=O)N1[C@@H](CCC1)C=1C=C(C=C2CCN(CC12)C(=O)C1CCCCC1)C=1C=C2C(=NC1)NC=C2C